N-benzyleneethylamine C(C1=CC=CC=C1)=NCC